tert-butyl N-[(cyanocyclopropyl)methyl]-N-methyl-carbamate C(#N)C1(CC1)CN(C(OC(C)(C)C)=O)C